7-ethylpyrrolo[1,2-b]pyridazine-6-formaldehyde C(C)C1=C(C=C2N1N=CC=C2)C=O